1-N'-(4-fluoro-2,6-dimethylphenyl)-1-N-[4-[7-(1-methylpyrazol-4-yl)quinolin-4-yl]oxyphenyl]cyclopropane-1,1-dicarboxamide FC1=CC(=C(C(=C1)C)NC(=O)C1(CC1)C(=O)NC1=CC=C(C=C1)OC1=CC=NC2=CC(=CC=C12)C=1C=NN(C1)C)C